OCCCNCC1NCC=2C=CC(=NC2C1)C(=O)OC methyl 7-(((3-hydroxypropyl) amino)methyl)-5,6,7,8-tetrahydro-1,6-naphthyridine-2-carboxylate